CN1N=C(C=C1)C=1N=C2N(CCN2)C1C1=CC=2C=NC=CC2S1 2-(6-(1-Methyl-1H-pyrazol-3-yl)-2,3-dihydro-1H-imidazo[1,2-a]imidazol-5-yl)thieno[3,2-c]pyridine